5-((5-chloro-2-((1,2,3,4-tetrahydroisoquinolin-6-yl)amino)pyrimidin-4-yl)amino)-1-methylindolin-2-one ClC=1C(=NC(=NC1)NC=1C=C2CCNCC2=CC1)NC=1C=C2CC(N(C2=CC1)C)=O